(±)-cis-N-(8-amino-6-(4-methyl-6-(2-oxo-1,2-dihydropyridin-3-yl)pyridine-3-yl)-2,7-naphthyridin-3-yl)-2-fluorocyclopropanecarboxamide NC=1N=C(C=C2C=C(N=CC12)NC(=O)[C@H]1[C@H](C1)F)C=1C=NC(=CC1C)C=1C(NC=CC1)=O |r|